NCC=1C(=NOC1C1=CC=C(O[C@@H]2C[C@H](CCC2)C(=O)OC(C)C)C=C1)C Isopropyl (1S,3S)-3-(4-(4-(aminomethyl)-3-methylisoxazol-5-yl)phenoxy)cyclohexane-1-carboxylate